3-Methyl-6-chloro-2,3,4,5-tetrahydro-7,8-dihydroxy-1-(3-methylphenyl)-1H-3-benzazepine CN1CCC2=C(C(C1)C1=CC(=CC=C1)C)C=C(C(=C2Cl)O)O